N-((S)-6-benzyl-2-((S)-2,2-dimethylcyclopropane-1-carbonyl)-2,6-diazaspiro[3.4]Octane-8-carbonyl)-O-(cyclohexylmethyl)-L-threonine methyl ester COC([C@@H](NC(=O)[C@@H]1CN(CC12CN(C2)C(=O)[C@@H]2C(C2)(C)C)CC2=CC=CC=C2)[C@H](OCC2CCCCC2)C)=O